C(=O)(O)[C@@H](O)[C@H](O)C(=O)O.S1C=CC2=C1[C@H](OCC2)N(C)C (S)-(4,5-dihydro-7H-thieno[2,3-c]pyran-7-yl)-N-methyl-methylamine D-tartrate salt